prenyl-magnesium iodide C(C=C(C)C)[Mg]I